1,1,3,3-tetramethylbutyl acrylate C(C=C)(=O)OC(CC(C)(C)C)(C)C